BrC=1C(=C(C(=CC1)NC)N)C 4-bromo-N1,3-dimethylbenzene-1,2-diamine